(5Z,9Z)-16,16-diheptyloxy-5,9-hexadecadiene C(CCCCCC)OC(CCCCC\C=C/CC\C=C/CCCC)OCCCCCCC